N1CC(CCC1)C=1N=C2N(C=CC(=C2)C(=O)N)C1 piperidin-3-ylimidazo[1,2-a]pyridine-7-carboxamide